methyl 1-[2-[2-methyl-3-(4,4,5,5-tetramethyl-1,3,2-dioxaborolan-2-yl)phenyl]-4,5,6,7-tetrahydropyrazolo[1,5-a]pyridin-4-yl]piperidine-4-carboxylate CC1=C(C=CC=C1B1OC(C(O1)(C)C)(C)C)C1=NN2C(C(CCC2)N2CCC(CC2)C(=O)OC)=C1